[Cl-].C(CCCCCCCCC)[N+](C)(C)CCCCCCCCCC didecyl-dimethyl-ammonium chloride